4-[({4-cyano-3-[2-oxo-1-(pyrrolidine-1-carbonyl)-3-(trifluoromethyl)piperidin-4-yl]-1-(1,3-thiazole-4-carbonyl)-1H-pyrazol-5-yl}oxy)methyl]benzene-1-carboximidamide C(#N)C=1C(=NN(C1OCC1=CC=C(C=C1)C(N)=N)C(=O)C=1N=CSC1)C1C(C(N(CC1)C(=O)N1CCCC1)=O)C(F)(F)F